CC(C(=O)OC)CC methyl α-methylbutyrate